CC1=C(C=C2C=C(N=CC2=C1)NC(=O)[C@H]1[C@@H](C1)C=1C=NN(C1C(F)(F)F)C)N1CCN(CC1)[C@@]1(COCC1)C (1R,2R)-N-[7-methyl-6-[4-((S)-3-methyltetrahydrofuran-3-yl)piperazin-1-yl]-3-isoquinolyl]-2-[1-methyl-5-(trifluoromethyl)pyrazol-4-yl]cyclopropanecarboxamide